C12CN(CC(CC1)N2)C2=CC(=CC(=N2)N2N=CC=1C(=NC(=CC12)C=1C=NC=CC1OC)C)N1[C@@H]([C@H](C1)CS(=O)(=O)C)C 1-(6-(3,8-diazabicyclo[3.2.1]octan-3-yl)-4-((2R,3S)-2-methyl-3-((methylsulfonyl)methyl)azetidin-1-yl)pyridin-2-yl)-6-(4-methoxypyridin-3-yl)-4-methyl-1H-pyrazolo[4,3-c]pyridine